The molecule is a polyunsaturated fatty acyl-CoA(4-) obtained by deprotonation of the phosphate and diphosphate OH groups of (23Z,26Z,29Z,32Z)-octatriacontatetraenoyl-CoA; major species at pH 7.3. It is a polyunsaturated fatty acyl-CoA(4-) and a 3-substituted propionyl-CoA(4-). It is a conjugate base of a (23Z,26Z,29Z,32Z)-octatriacontatetraenoyl-CoA. CCCCC/C=C\\C/C=C\\C/C=C\\C/C=C\\CCCCCCCCCCCCCCCCCCCCCC(=O)SCCNC(=O)CCNC(=O)[C@@H](C(C)(C)COP(=O)([O-])OP(=O)([O-])OC[C@@H]1[C@H]([C@H]([C@@H](O1)N2C=NC3=C(N=CN=C32)N)O)OP(=O)([O-])[O-])O